(+/-)-trans-methyl 3-((2-chloro-7-methyl-7H-pyrrolo[2,3-d]pyrimidin-4-yl)amino)bicyclo[2.2.2]octane-2-carboxylate ClC=1N=C(C2=C(N1)N(C=C2)C)NC2C(C1CCC2CC1)C(=O)OC